C(#N)C1(CC1)NC(=O)C=1N=NC(=C(C1)C)N1CC=2C=C(C=NC2CC1)N1C=2N(CCC1)N=CC2 N-(1-cyanocyclopropyl)-6-(3-(6,7-dihydropyrazolo[1,5-a]pyrimidin-4(5H)-yl)-7,8-dihydro-1,6-naphthyridin-6(5H)-yl)-5-methylpyridazine-3-carboxamide